3-(2,6-difluoro-3-pyridinyl)-4-[4-[(3S)-1-(3-fluoropropyl)pyrrolidin-3-yl]oxyphenyl]-2H-thiochromen-7-ol FC1=NC(=CC=C1C=1CSC2=CC(=CC=C2C1C1=CC=C(C=C1)O[C@@H]1CN(CC1)CCCF)O)F